NC=1C(=C(C=CC1)C1=C(C=C(C=C1)C1=NNC(OC1)=O)C(F)(F)F)F 5-[3'-Amino-2'-fluoro-2-(trifluoromethyl)biphenyl-4-yl]-3,6-dihydro-2H-1,3,4-oxadiazin-2-one